S-ethyl (R)-4-fluoro-1-(1-(phenyl-d5) ethyl)-1H-imidazole-5-thiocarboxylate FC=1N=CN(C1C(SCC)=O)[C@H](C)C1=C(C(=C(C(=C1[2H])[2H])[2H])[2H])[2H]